[Se].NCCOCCOCCNC1=C2CN(C(C2=CC=C1)=O)C1C(NC(CC1)=O)=O 3-[4-([2-[2-(2-aminoethoxy)ethoxy]ethyl]amino)-1-oxo-3H-isoindol-2-yl]piperidine-2,6-dione selenium